diethyl-1,4-dihydro-2,4,6-trimethyl-3,5-pyridinedicarboxylic acid C(C)C1(C(=C(N(C(=C1C(=O)O)C)CC)C)C(=O)O)C